ClC=1C=2C(=CNC2C2=C(C1)CN(S(N2)(=O)=O)CC=2C=NC=CC2)Cl 6,7-dichloro-3-(pyridin-3-ylmethyl)-1,3,4,9-tetrahydro-[1,2,6]thiadiazino[4,3-g]indole 2,2-dioxide